C1(CC1)C=1C=CC=C2C(CCNC12)=NO 8-Cyclopropyl-2,3-dihydroquinolin-4(1H)-one oxime